DihydroxyEthyl-Glycine OC(CNCC(=O)O)O